ClC1=C(C=CC=C1Cl)N1CCN(CC1)C(=O)NCC(=O)NC1=CC(=C(C=C1)O)O 4-(2,3-dichlorophenyl)-N-(2-((3,4-dihydroxyphenyl)amino)-2-oxoethyl)piperazine-1-carboxamide